4-[5-(2-aminoethyl)pyrimidin-2-yl]-3-(5-tert-butyl-2-methylpyrazol-3-yl)oxybenzonitrile NCCC=1C=NC(=NC1)C1=C(C=C(C#N)C=C1)OC=1N(N=C(C1)C(C)(C)C)C